CNC(NCCC[Si](OC)(OC)OC)=O 3-(3-methylureido)propyltrimethoxysilane